N1CCC=2C=NC(=CC21)C#N 2,3-dihydro-1H-pyrrolo[3,2-c]pyridine-6-carbonitrile